1-ethyl-3,3-dimethyl-2-(methylene-d2)-5-nitroindoline C(C)N1C(C(C2=CC(=CC=C12)[N+](=O)[O-])(C)C)=C([2H])[2H]